C(C1=CC=CC=C1)N(S(=O)(=O)C1=CC=C(C=C1)S(=O)(=O)NCCC1=CC(=C(C=C1)OC)OC)CC 4-N-benzyl-1-N-[2-(3,4-dimethoxyphenyl)-ethyl]-4-N-ethylbenzene-1,4-disulfonamide